CS(=O)(=O)C=1C=CC=C2C(=CNC12)C1=NC(=NC=C1C(F)(F)F)N[C@H]1C[C@H](CNC1)OCC1CCN(CC1)C(=O)OCC=C allyl 4-[[(3R,5S)-5-[[4-(7-methylsulfonyl-1H-indol-3-yl)-5-(trifluoromethyl)pyrimidin-2-yl]amino]-3-piperidyl]oxymethyl]piperidine-1-carboxylate